C(CC(=C(C)C(=O)O)C(=O)O)C(=O)O 3-pentene-1,3,4-tricarboxylic acid